oxazol-5-ylmethyl (4-(1-(3,3-difluorocyclopentane-1-carboxamido)ethyl)phenyl)carbamate FC1(CC(CC1)C(=O)NC(C)C1=CC=C(C=C1)NC(OCC1=CN=CO1)=O)F